FC1=C(C(=C(C(=C1F)F)F)F)S[P@]1(OC[C@H](S1)C1=CC=CC=C1)=S (2R,4R)-2-((perfluorophenyl)thio)-4-phenyl-1,3,2-oxathiaphospholane 2-sulfide